4-(2-chloro-3-(9-(3-chlorobenzyl)-6-(1-methylcyclopropoxy)-9H-purin-8-yl)phenoxy)butanoic acid ClC1=C(OCCCC(=O)O)C=CC=C1C=1N(C2=NC=NC(=C2N1)OC1(CC1)C)CC1=CC(=CC=C1)Cl